[NH4+].C(CC(=O)C)(=O)[NH-] acetoacetamide, ammonium salt